NC1=C(C=CC=C1)NC(C1=CC=C(C=C1)OC=1C=C(C=C2C(=NC=NC12)C)C=1C=NC(=C(C1)F)OC)=O N-(2-aminophenyl)-4-((6-(5-fluoro-6-methoxypyridin-3-yl)-4-methylquinazolin-8-yl)oxy)benzamide